5-bromobicyclo[4.2.0]oct-1(6),2,4-triene-2-carbonitrile BrC1=CC=C(C=2CCC12)C#N